di(heptadecan-9-yl) 9-oxoheptadecanedioate O=C(CCCCCCCC(=O)OC(CCCCCCCC)CCCCCCCC)CCCCCCCC(=O)OC(CCCCCCCC)CCCCCCCC